tert-butyl (1S,3R,4R)-3-{[(4-{3-[(3-fluoro-2-methoxyphenyl)amino]-4-oxo-1H,5H,6H,7H-pyrrolo[3,2-c]pyridin-2-yl}pyridin-3-yl)oxy]methyl}-2-azabicyclo[2.2.1]heptane-2-carboxylate FC=1C(=C(C=CC1)NC1=C(NC2=C1C(NCC2)=O)C2=C(C=NC=C2)OC[C@@H]2N([C@H]1CC[C@@H]2C1)C(=O)OC(C)(C)C)OC